C(C1=CC=CC=C1)OC=1C=NC(=NC1)N1CCC(CC1)C(OC)OC 5-(benzyloxy)-2-(4-(dimethoxymethyl)piperidin-1-yl)pyrimidine